1-(2,5-dichloropyrimidin-4-yl)-N-ethyl-N-(2-(imidazo[1,2-a]pyridin-3-yl)propan-2-yl)azetidine-3-carboxamide ClC1=NC=C(C(=N1)N1CC(C1)C(=O)N(C(C)(C)C1=CN=C2N1C=CC=C2)CC)Cl